N[C@@]1(CCC2=C(C=CC=C12)Cl)CC(=O)OCC ethyl 2-[(1S)-1-amino-4-chloro-indan-1-yl]acetate